OC(CCCCCCCCC(CC(CCCCCCCCCCCCC)=O)=O)CCCCC 25-hydroxy-triacontan-14,16-dione